C(CCCCC)C(C(=O)NC(CCSCCC(=O)OCC(CCCC)CC)C(NCCN1CCCCC1)=O)CCCCCCCC 2-ethylhexyl 3-((3-(2-hexyldecanamido)-4-oxo-4-((2-(piperidin-1-yl)ethyl)amino)butyl)thio)propanoate